1-(2-Cyclopropyl-5-methoxy-4-nitrophenyl)-4-(1-(piperidin-4-ylmethyl)piperidin-4-yl)piperidine C1(CC1)C1=C(C=C(C(=C1)[N+](=O)[O-])OC)N1CCC(CC1)C1CCN(CC1)CC1CCNCC1